CC1=CC(=CC(=C1)CSC#N)C 1,3-dimethyl-5-(thiocyanomethyl)benzene